N-((7-(5-(difluoromethyl)-1,3,4-oxadiazol-2-yl)imidazo[1,2-a]pyridin-2-yl)methyl)-3,4-difluoroaniline FC(C1=NN=C(O1)C1=CC=2N(C=C1)C=C(N2)CNC2=CC(=C(C=C2)F)F)F